ClC1=CC=C2C(=CC=NC2=C1)NC(CCCN(CCO)CC)C 2-[4-[(7-Chloroquinolin-4-yl)amino]pentyl-ethylamino]ethanol